C1(CCC1)NC(C[C@H](CCC1CCCCC1)NC(=O)C1=NN(C(=C1)C1=C(C=CC=C1OC)OC)C1CCCCC1)=O (3S)-N-cyclobutyl-5-cyclohexyl-3-{[1-cyclohexyl-5-(2,6-dimethoxyphenyl)-1H-pyrazol-3-yl]formamido}pentanamide